FC=1C=C(C(=O)N2CCNCC2)C=CC1C=1C=NC=C(C1)O 4-[3-Fluoro-4-(5-hydroxypyridin-3-yl)benzoyl]piperazin